C(C)(C)(C)C=1C=C2C3(C4=CC(=CC=C4C=4C=CC(=CC34)B(O)O)B(O)O)C3=CC(=CC=C3C2=CC1)C(C)(C)C 2',7'-Di-tert-butyl-spiro-9,9'-bifluorene-2,7-bisboronic acid